ClC1=C(C=CC(=C1)C1=C(C(=NC(=C1)C)C=1C=NC(=C(C1)N1CC2(CCN2C(C)C)CC1)N(C)C)O)N1C(N(C=C1)C)=O 1-(2-chloro-4-(6'-(dimethylamino)-3-hydroxy-5'-(1-isopropyl-1,6-diazaspiro[3.4]octan-6-yl)-6-methyl-[2,3'-bipyridin]-4-yl)phenyl)-3-methyl-1H-imidazol-2(3H)-one